C1NC(=CC2=CC=CC=C12)C(=O)[O-] isoquinoline-3(1H)-carboxylate